C(#N)C1=C(C=NC(=C1)OC)C(=O)OCC ethyl 4-cyano-6-methoxypyridine-3-carboxylate